(±)-Allyl 2-(4-(3-aminooxetan-3-yl)phenyl)-2-(tetrahydro-2H-pyran-4-yl)acetate NC1(COC1)C1=CC=C(C=C1)[C@H](C(=O)OCC=C)C1CCOCC1 |r|